N1(C=CC2=CC=CC=C12)C1=CC=C(C=C1)C(C1=CC=C2C=CC(=NC2=C1O)C)NC1=NC=CC=C1 7-((4-(1H-indol-1-yl)phenyl)(pyridin-2-ylamino)methyl)-2-methylquinolin-8-ol